tert-butyl ((5-(((2S,4R)-4-(azidomethyl)-4-fluoro-1-((4-phenoxybutanoyl)glycyl)-pyrrolidine-2-carboxamido)methyl)thiophen-3-yl)(imino)methyl)carbamate N(=[N+]=[N-])C[C@]1(C[C@H](N(C1)C(CNC(CCCOC1=CC=CC=C1)=O)=O)C(=O)NCC1=CC(=CS1)C(=N)NC(OC(C)(C)C)=O)F